(R)-N-(5-(2-(6-(hydroxymethyl)-2,2-dimethylmorpholino)acetamido)-2-methylpyridin-3-yl)-2-(1-methyl-1H-pyrazol-4-yl)pyrazolo[5,1-b]thiazole-7-carboxamide OC[C@H]1CN(CC(O1)(C)C)CC(=O)NC=1C=C(C(=NC1)C)NC(=O)C=1C=NN2C1SC(=C2)C=2C=NN(C2)C